C(=O)(O)[C@H]1C[C@H](C1)OCCOC1=CC=C(C=N1)C1=NC2=C(C=CC=C2C(=N1)C(=O)O)Cl cis-2-[6-[2-(3-carboxycyclobutoxy)ethoxy]-3-pyridyl]-8-chloro-quinazoline-4-carboxylic acid